ClC=1C=C(C=CC1)C(C(OC(=O)NC(C(=O)NC(C(C(=O)O)=O)CC1C(NCC1)=O)CC1CCCCC1)C1=CC2=CC=CC=C2C=C1)(C)C 3-(2-(((2-(3-chlorophenyl)-2-methyl-1-(naphthalen-2-yl)propoxy)carbonyl)amino)-3-cyclohexylpropanamido)-2-oxo-4-(2-oxopyrrolidin-3-yl)butanoic acid